FC1=C(CNC(=O)C2=CC=C(C=C2)N2CCN(CC2)C(=O)OC(C)(C)C)C=CC(=C1)NC(=O)[C@@H]1[C@H](C1([2H])[2H])C=1C=NC=CC1 tert-Butyl 4-(4-((2-fluoro-4-((1S,2S)-2-(pyridin-3-yl)cyclopropane-1-carboxamido-3,3-d2)benzyl)carbamoyl)phenyl)piperazine-1-carboxylate